C(C)N1C2=CC=C(C=C2C=2C=C(C=CC12)N)N N-ethyl-3,6-diaminocarbazole